C1=CC=CC2=CC=3C(C=C4C=5C(=CC=6C7=CC=CC8=CC=CC(C3C64)=C87)C=8C=CC=CC8C5)=C12 Diindenoperylene